chloro-6,8-dimethylquinoline-3-aldoxime ClC1=NC2=C(C=C(C=C2C=C1C=NO)C)C